[2-[(5-piperazin-1-ylpyridin-2-yl)amino]-8-thiophen-3-ylpyridino[3,4-d]pyrimidin-6-yl]methanol N1(CCNCC1)C=1C=CC(=NC1)NC=1N=CC2=C(N1)C(=NC(=C2)CO)C2=CSC=C2